6-(benzyloxy)-7-methoxy-2H-1,2λ6,3-benzoxathiazine-2,2-dione C(C1=CC=CC=C1)OC=1C(=CC2=C(C=NS(O2)(=O)=O)C1)OC